COC1=C(C=C2C(=NC=NC2=C1)C1=CC(=NN1C1=CC=CC=C1)C)NC(=O)C1CC1 N-(7-methoxy-4-(3-methyl-1-phenyl-1H-pyrazol-5-yl)quinazolin-6-yl)cyclopropanecarboxamide